6-(3,5-dimethylpiperidin-1-yl)-5-fluoropyrimidine CC1CN(CC(C1)C)C1=C(C=NC=N1)F